Methyl-N-{5-[(4-{5-[(1,1-dioxo-1λ6,2-thiazinan-2-yl)methyl]-1,2,4-oxadiazol-3-yl}-3-methoxypyridin-2-yl)amino]-6-[(2H3)methylcarbamoyl] pyridazin-3-yl}carbamat COC(NC=1N=NC(=C(C1)NC1=NC=CC(=C1OC)C1=NOC(=N1)CN1S(CCCC1)(=O)=O)C(NC([2H])([2H])[2H])=O)=O